O1CCN(CC1)C=1C=CC2=C(NC(=N2)C2=NNC3=CC=C(C=C23)C(=O)N[C@@H]2C[C@@H](CC2)NC(OC(C)(C)C)=O)C1 tert-butyl ((1R,3S)-3-(3-(6-morpholino-1H-benzo[d]imidazol-2-yl)-1H-indazole-5-carboxamido)cyclopentyl)carbamate